1-(3-chlorophenyl)-5-cyano-4-oxo-cinnoline-3-carboxylic acid ClC=1C=C(C=CC1)N1N=C(C(C2=C(C=CC=C12)C#N)=O)C(=O)O